C(C(=O)OCCC(CC(=CC(C)C)C)C)(=O)OCC(C)C isobutyl (3,5,7-trimethyloct-5-en-1-yl) oxalate